6-(5-(4-aminopiperidin-1-yl)-2-(3-fluoro-4-methoxyphenyl)-1H-indol-1-yl)nicotinonitrile NC1CCN(CC1)C=1C=C2C=C(N(C2=CC1)C1=NC=C(C#N)C=C1)C1=CC(=C(C=C1)OC)F